BrC=1C=C2C(OCC=3C=NC(=CC3C=3C=C(C(=C(NS(C(C1O)=C2)(=O)=O)C3)OC)F)C(=O)N)=O 13-bromo-20-fluoro-14-hydroxy-19-methoxy-10,16,16-trioxo-9-oxa-16λ6-thia-5,17-diazatetracyclo[16.3.1.111,15.02,7]tricosa-1(22),2(7),3,5,11,13,15(23),18,20-nonaene-4-carboxamide